5-oxo-2-(4,7,10-tris(2-tert-butoxy-2-oxoethyl)-1,4,7,10-tetraazacyclododec-1-yl)pentanoate O=CCCC(C(=O)[O-])N1CCN(CCN(CCN(CC1)CC(OC(C)(C)C)=O)CC(OC(C)(C)C)=O)CC(=O)OC(C)(C)C